4-(5-amino-1,3,4-oxadiazol-2-yl)phenol NC1=NN=C(O1)C1=CC=C(C=C1)O